C(C)(=O)OCC1=NN2C(CN(CCC2)C(=O)OC(C)(C)C)=C1 tert-butyl 2-(acetoxymethyl)-7,8-dihydro-4H-pyrazolo[1,5-a][1,4]diazepine-5(6H)-carboxylate